C(=O)(O)C=1C=C(CN2CC=C(C=C2)C2=CC=NC=C2)C=CC1 1-(3-carboxybenzyl)-4,4'-bipyridine